6-(2-chlorophenyl)-2-{[2-(2-hydroxyethyl)-1,2,3,4-tetrahydroisoquinolin-7-yl]amino}imidazo[1,2-a]pyrimido[5,4-e]pyrimidin-5(6H)-one ClC1=C(C=CC=C1)N1C=2N(C3=C(C1=O)C=NC(=N3)NC3=CC=C1CCN(CC1=C3)CCO)C=CN2